FC1=CC(=NC=C1)CC(=O)O 2-(4-Fluoropyridin-2-yl)acetic acid